(S)-2-((4-(2-(5-chloropyridin-2-yl)-2-methylbenzo[d][1,3]dioxan-4-yl)-3,6-dihydropyridin-1(2H)-yl)methyl)-1-((1-(fluoromethyl)cyclopropyl)methyl)-1H-benzo[d]imidazole-6-carboxylic acid ClC=1C=CC(=NC1)[C@]1(OC(C2=C(O1)C=CC=C2)C=2CCN(CC2)CC2=NC1=C(N2CC2(CC2)CF)C=C(C=C1)C(=O)O)C